4,6-dichloro-2-pyrrolidin-1-ylpyrimidine ClC1=NC(=NC(=C1)Cl)N1CCCC1